2-(4-bromophenyl)-3-[(tert-butoxycarbonyl)amino]propanoic acid BrC1=CC=C(C=C1)C(C(=O)O)CNC(=O)OC(C)(C)C